3-Chloro-5-[6-[2-chloro-5-fluoro-3-(1H-1,2,4-triazol-3-yl)benzoyl]-2,7-dimethyl-5,7-dihydro-4H-pyrazolo[3,4-c]pyridin-3-yl]benzenesulfonamide ClC=1C=C(C=C(C1)C=1N(N=C2C(N(CCC21)C(C2=C(C(=CC(=C2)F)C2=NNC=N2)Cl)=O)C)C)S(=O)(=O)N